CC1=CC(=NN1C=1C=C2C=CN(C2=CC1)CC1=CC=C(C=C1)C1CCNCC1)C(=O)N 5-methyl-1-(1-(4-(piperidin-4-yl)benzyl)-1H-indol-5-yl)-1H-pyrazole-3-carboxamide